N-[2-amino-5-(4-fluorophenyl)phenyl]-4-[(6-methyl-2-pyridyl)sulfonimidoyl]benzamide NC1=C(C=C(C=C1)C1=CC=C(C=C1)F)NC(C1=CC=C(C=C1)S(=O)(=N)C1=NC(=CC=C1)C)=O